NC=1C(=C(C(=O)NCC2=CC(=C(C=C2)OC)F)C(=CC1)OC)NC 3-amino-N-(3-fluoro-4-methoxybenzyl)-6-methoxy-2-(methylamino)benzamide